4-fluoro-9-(((trifluoromethyl) sulfonyl) oxy)-6,7-dihydro-5H-benzo[7]annulen-3-yl pivalate C(C(C)(C)C)(=O)OC1=C(C2=C(C(=CCCC2)OS(=O)(=O)C(F)(F)F)C=C1)F